BrC=1C=C(C=C(C1O)Br)C(C)(C)C1=CC(=C(C(=C1)Br)O)Br 2,2-Bis(3,5-dibromo-4-hydroxyphenyl)-propan